C1=CC=C2C(=C1)C(=O)N(C2=O)CCCBr N-(3-Bromopropyl)phthalimide